O=C1N(CCC1)CC=1C=C2CCCN(C2=NC1)C(=O)N 6-((2-oxopyrrolidin-1-yl)methyl)-3,4-dihydro-1,8-naphthyridine-1(2H)-carboxamide